((2R,4R,5R)-4-(benzylamino)-5-fluorotetrahydro-2H-pyran-2-yl)((S)-1-(4-fluorophenyl)-3,4-dihydroisoquinolin-2(1H)-yl)methanone C(C1=CC=CC=C1)N[C@@H]1C[C@@H](OC[C@@H]1F)C(=O)N1[C@H](C2=CC=CC=C2CC1)C1=CC=C(C=C1)F